2-((4-bromo-2-chloro-6-nitrophenyl)(tert-butoxycarbonyl)amino)acetic acid methyl ester COC(CN(C(=O)OC(C)(C)C)C1=C(C=C(C=C1[N+](=O)[O-])Br)Cl)=O